C(#N)C1=CNC2=C(C=CC(=C12)F)NS(=O)(=O)C=1C=NN(C1)CC(F)F N-(3-Cyano-4-fluoro-1H-indol-7-yl)-1-(2,2-difluoroethyl)pyrazol-4-sulfonamid